CC(CCCCCC)=O octane-on